FC=1C=C(C=CC1)C1=CC=C(O1)C=C1C(C2=CC=CC=C2C1=O)=O 2-[[5-(3-Fluorophenyl)-2-furanyl]methylene]-1H-indene-1,3(2H)-dione